(2-(4-fluoro-7-hydroxynaphthalen-1-yl)ethyl)acetamide FC1=CC=C(C2=CC(=CC=C12)O)CCCC(=O)N